4-(9-phenyl-6-(3-(m-tolyl)-1H-pyrazol-1-yl)-9H-purin-2-yl)morpholine C1(=CC=CC=C1)N1C2=NC(=NC(=C2N=C1)N1N=C(C=C1)C=1C=C(C=CC1)C)N1CCOCC1